6-methoxy-2-(1-methyl-2-oxabicyclo[2.1.1]hex-4-yl)-2H-indazole-5-carboxylic acid phenyl ester C1(=CC=CC=C1)OC(=O)C1=CC2=CN(N=C2C=C1OC)C12COC(C1)(C2)C